(S)-quinuclidin-3-yl (2,2-dimethyl-7-(2-(trifluoromethyl)phenyl)-1,2,3,4-tetrahydronaphthalen-1-yl)carbamate CC1(C(C2=CC(=CC=C2CC1)C1=C(C=CC=C1)C(F)(F)F)NC(O[C@@H]1CN2CCC1CC2)=O)C